Tert-butyl (4-cyanophenyl)carbamate C(#N)C1=CC=C(C=C1)NC(OC(C)(C)C)=O